5-nitro-1,3-dihydro-2H-indene [N+](=O)([O-])C=1C=C2CCCC2=CC1